2-[[5-bromo-2-[4-[2-[2-[2-[2-[2-[2-(2-oxoethoxy)ethoxy]ethoxy]ethoxy]ethoxy]ethoxy]ethylsulfamoyl]anilino]pyrimidin-4-yl]amino]-6-fluoro-benzamide BrC=1C(=NC(=NC1)NC1=CC=C(C=C1)S(NCCOCCOCCOCCOCCOCCOCC=O)(=O)=O)NC1=C(C(=O)N)C(=CC=C1)F